N-(4-(8-(ethylsulfonyl)-8-azabicyclo[3.2.1]oct-2-en-3-yl)-1H-pyrrolo[2,3-b]pyridin-6-yl)cyclopropylcarboxamide C(C)S(=O)(=O)N1C2C=C(CC1CC2)C2=C1C(=NC(=C2)NC(=O)C2CC2)NC=C1